1-(2-vinylthiazol-4-yl)cyclopropane-1-carboxylic acid ethyl ester C(C)OC(=O)C1(CC1)C=1N=C(SC1)C=C